CN1C(NC(C2=CC=CC=C12)=O)C=1C=NNC1C=1C=C(C=CC1)C1=CC=C(C=C1)CC(=O)OCC Ethyl 2-[4-[3-[4-(1-methyl-4-oxo-2,3-dihydro-quinazolin-2-yl)-1H-pyrazol-5-yl]phenyl]phenyl]acetate